FC1=C(C(=O)N2CC3=CC=CC(=C3CC2)[C@H](CC(=O)O)C2=CC3=C(N(N=N3)C)C(=C2)OC)C(=CC(=C1)OC)F (R)-3-[2-(2,6-difluoro-4-methoxybenzoyl)-1,2,3,4-tetrahydroisoquinolin-5-yl]-3-(7-methoxy-1-methyl-1H-benzo[d][1,2,3]triazol-5-yl)propionic acid